4-(7-(6-(bis(4-methoxybenzyl)amino)-4-methylpyridin-2-yl)-6-chloro-2,8-difluoroquinazolin-4-yl)piperazine-1-carboxylic acid tert-butyl ester C(C)(C)(C)OC(=O)N1CCN(CC1)C1=NC(=NC2=C(C(=C(C=C12)Cl)C1=NC(=CC(=C1)C)N(CC1=CC=C(C=C1)OC)CC1=CC=C(C=C1)OC)F)F